C1=CC=CC=2CC3=CC=CC=C3C(C12)=O anthracen-9-on